O=C1OCC[C@H](N1)C(=O)OC methyl (S)-2-oxo-1,3-oxazinane-4-carboxylate